C(CCCCC#CCCCCC#C)OC1OCCCC1 2-(trideca-6,12-diyn-1-yloxy)tetrahydro-2H-pyran